2-(1-Cyclobutyl-1H-pyrazol-4-yl)-3-fluoro-5-[({1-[2-fluoro-4-(trifluoromethyl)phenyl]cyclopropyl}carbonyl)amino]benzoic acid C1(CCC1)N1N=CC(=C1)C1=C(C(=O)O)C=C(C=C1F)NC(=O)C1(CC1)C1=C(C=C(C=C1)C(F)(F)F)F